C(C1=CC=CC=C1)C1(CN(CC1)S(=O)(=O)C=1C=NN(C1)C1CCC1)C=1C=C2C=NN(C2=CC1C)C=1C=CC(N(C1)C)=O 5-(5-(3-benzyl-1-((1-cyclobutyl-1H-pyrazol-4-yl)sulfonyl)pyrrolidin-3-yl)-6-methyl-1H-indazol-1-yl)-1-methylpyridin-2(1H)-one